S-(((3aS,4S,6R,6aR)-6-(4-Benzamido-2-fluoro-7H-pyrrolo[2,3-d]pyrimidin-7-yl)-2,2-dimethyltetrahydrofuro[3,4-d][1,3]dioxol-4-yl)methyl) thioacetate C(C)(=O)SC[C@H]1O[C@H]([C@@H]2OC(O[C@@H]21)(C)C)N2C=CC1=C2N=C(N=C1NC(C1=CC=CC=C1)=O)F